N1C=C(C2=CC=CC=C12)CCC1N(CCC2=CC(=C(C=C12)OC)OC)CC(F)(F)F 1-(2-(1H-indol-3-yl)ethyl)-6,7-dimethoxy-2-(2,2,2-trifluoroethyl)-1,2,3,4-tetrahydroisoquinoline